C(#N)C1=NN(C(=C1)C1=CN=C(C2=CN=NC=C21)N(C(C(F)(F)F)=O)CC2=C(C=CC1=C2CCO1)F)C N-(8-(3-cyano-1-methyl-1H-pyrazol-5-yl)pyrido[3,4-d]pyridazin-5-yl)-2,2,2-trifluoro-N-((5-fluoro-2,3-dihydrobenzofuran-4-yl)methyl)acetamide